O[C@H]1C[C@@H](CCC1)N1C(C2(C3=C1N=C(N=C3)NC=3C(=NNC3)C3=NC=CC=C3)CC2)=O 7'-((1R,3R)-3-hydroxycyclohexyl)-2'-((3-(pyridin-2-yl)-1H-pyrazol-4-yl)amino)spiro[cyclopropane-1,5'-pyrrolo[2,3-d]pyrimidin]-6'(7'H)-one